ClC=1C(=NC(=NC1)NC=1C=NC(=CC1)N1CCOCC1)N1C=C(C2=CC(=CC=C12)NC(C=C)=O)C N-[1-[5-chloro-2-[(6-morpholino-3-pyridyl)amino]pyrimidin-4-yl]-3-methyl-indol-5-yl]prop-2-enamide